2-O-ethylthymidine CCOC1=NC(=O)C(=CN1[C@H]2C[C@@H]([C@H](O2)CO)O)C